BrC=1C=CC=2CNCC3=CC=CC1C23 6-bromo-2,3-dihydro-1H-benzo[de]isoquinoline